4-methyleneundecane C=C(CCC)CCCCCCC